CC1=CC=CC2=CC3=CC4=CC=CC=C4C=C3C=C12 Methylnaphthacene